C(C)(C)(C)OC(=O)N1CCCC2=CC=C(N=C12)CCCN1C[C@@H]2C([C@@H]2C1)NC(CC(=O)OC)C1=CC=C(C=C1)OC(C)C 7-(3-((1R,5S,6S)-6-((1-(4-isopropoxyphenyl)-3-methoxy-3-oxopropyl)amino)-3-azabicyclo[3.1.0]Hex-3-yl)propyl)-3,4-dihydro-1,8-naphthyridine-1(2H)-carboxylic acid tert-butyl ester